O=C1NC2(COC2)CC1CCC(=O)N 3-{6-oxo-2-oxa-5-azaspiro[3.4]oct-7-yl}propionamide